Cl.NC1=C2C(=NC=N1)N(N=C2C2=CC=C(C=C2)OC2=CC=CC=C2)C2CCC(CC2)NC([C@H](CCC)NC)=O (S)-N-(4-(4-amino-(4-phenoxyphenyl)-1H-pyrazolo[3,4-d]pyrimidin-1-yl)cyclohexyl)-2-(methylamino)-pentanamide hydrochloride